CN1C2[C@@](CCC1)(CCC2)COC2=NC1=C(C(=CC=C1C(=N2)O)C=2CC(C=C1C=CC(=C(C21)C#C)F)(OCOC)OCOC)F 2-{[(4aS)-1-methyl-octahydro-1H-cyclopenta[b]pyridin-4a-yl]methoxy}-7-[8-ethynyl-7-fluoro-3,3-bis(methoxymethoxy)naphthalen-1-yl]-8-fluoroquinazolin-4-ol